BrC1(C(N(C2=CC(=CC=C12)[N+](=O)[O-])CCC(C)(C)O)=O)Br 3,3-dibromo-1-(3-hydroxy-3-methylbutyl)-6-nitroindolin-2-one